FC1=CC(=CC2=CN(N=C12)C)C1=CC2=C(C=N1)N=C(S2)OC2CCNCC2 6-(7-Fluoro-2-methyl-2H-indazol-5-yl)-2-[(piperidin-4-yl)oxy][1,3]thiazolo[4,5-c]pyridin